3-(3-chloropropoxy)propane-1-ol ClCCCOCCCO